O=C1CC[C@H](N1)C(=O)N[C@@H](C)C(=O)OC Methyl [(S)-5-oxopyrrolidine-2-carbonyl]-L-alaninate